1,1-Di(tert-butylperoxy)methylcyclododecane C(C)(C)(C)OOCC1(CCCCCCCCCCC1)COOC(C)(C)C